C(C=C)C1(CN(C1)C(=O)OC(C)(C)C)C(=O)OC 1-tert-butyl 3-methyl 3-(prop-2-en-1-yl)azetidine-1,3-dicarboxylate